N-octyl-N,N,N-trimethylammonium C(CCCCCCC)[N+](C)(C)C